2,4,6-trimethylbenzoylphosphonate CC1=C(C(=O)P([O-])([O-])=O)C(=CC(=C1)C)C